ClC1=C(C=C(C=C1)F)[C@@H](CC)NC(=O)C=1C=C(N2C1COCC2)C(=O)N2[C@H](CCC2)C 6-((S)-2-methyl-pyrrolidine-1-carbonyl)-3,4-dihydro-1H-pyrrolo[2,1-c][1,4]oxazine-8-carboxylic acid [(R)-1-(2-chloro-5-fluoro-phenyl)-propyl]-amide